7-(benzyloxy)-6-(1,3-dioxolan-2-yl)benzo[d]thiazole-4-carboxylic acid C(C1=CC=CC=C1)OC=1C(=CC(=C2N=CSC21)C(=O)O)C2OCCO2